FC1=C(C(=C(C(=C1F)NC(=O)C=1C(=NSC1)C(=O)O)F)F)C1=CC(=CC=C1)OC([2H])([2H])[2H] 4-((2,3,5,6-Tetrafluoro-3'-(methoxy-d3)-[1,1'-biphenyl]-4-yl)carbamoyl)isothiazole-3-carboxylic acid